4-chloro-N-(1-(5-(6-cyclopropylpyridin-2-yl)-5,6,7,8-tetrahydro-1,5-naphthyridin-2-yl)ethyl)benzamide ClC1=CC=C(C(=O)NC(C)C2=NC=3CCCN(C3C=C2)C2=NC(=CC=C2)C2CC2)C=C1